1-(5-((4-(2-methyl-5,6,7,8-tetrahydrobenzo[4,5]thieno[2,3-d]pyrimidin-4-yl)piperazin-1-yl)methyl)-1-oxoisoindolin-2-yl)dihydropyrimidine-2,4(1H,3H)-dione CC=1N=C(C2=C(N1)SC1=C2CCCC1)N1CCN(CC1)CC=1C=C2CN(C(C2=CC1)=O)N1C(NC(CC1)=O)=O